4-bromo-7-methoxy-2-methyl-6-(4-methylpiperazin-1-yl)quinoline BrC1=CC(=NC2=CC(=C(C=C12)N1CCN(CC1)C)OC)C